2-oxoethyl alaninate N[C@@H](C)C(=O)OCC=O